C(#N)C1=CC=C(C2=CC=CC=C12)NC(C(C)(C)N1CC=CC=C1)=O 1-(1-((4-cyanonaphthalene-1-yl)amino)-2-methyl-1-oxopropan-2-yl)-1H-pyridine